N'-(7-cyclobutyl-3-phenyl-[1,2,4]triazolo[4,3-b]pyridazin-6-yl)-2,2,N,N-tetramethyl-propane-1,3-diamine C1(CCC1)C1=CC=2N(N=C1NCC(CN(C)C)(C)C)C(=NN2)C2=CC=CC=C2